(4-ethyl-4H-1,2,4-triazol-3-yl)methanamine C(C)N1C(=NN=C1)CN